CN(C(C(F)(F)F)=O)S(=O)(=O)CC N-methyl-N-ethanesulfonyl-trifluoroacetamide